2-((2,6-dioxopiperidin-3-ylamino)methyl)benzoic acid O=C1NC(CCC1NCC1=C(C(=O)O)C=CC=C1)=O